3-(1-(2-Fluoro-6-methylphenyl)piperidin-4-yl)-1-(2-(trifluoromethyl)benzyl)pyrazino[2,3-b]pyrazin-2(1H)-one FC1=C(C(=CC=C1)C)N1CCC(CC1)C1=NC=2C(=NC=CN2)N(C1=O)CC1=C(C=CC=C1)C(F)(F)F